7-cyano-5-methyl-2-oxo-1,2-dihydroquinazolin C(#N)C1=CC(=C2C=NC(NC2=C1)=O)C